tert-butyl 4-[5-[3-[3-[[ethyl(methyl)sulfamoyl]amino]-6-fluoro-2-methyl-benzoyl]-1H-pyrrolo[2,3-b]pyridin-5-yl]pyrimidin-2-yl]piperazine-1-carboxylate C(C)N(S(=O)(=O)NC=1C(=C(C(=O)C2=CNC3=NC=C(C=C32)C=3C=NC(=NC3)N3CCN(CC3)C(=O)OC(C)(C)C)C(=CC1)F)C)C